BrC=1C(=C2CC[C@]3(N(C(OC3)=O)C3=NC=C(C=C3OC(F)F)C(F)(F)F)C2=CC1)F (S)-5-bromo-3'-(3-(difluoromethoxy)-5-(trifluoromethyl)pyridin-2-yl)-4-fluoro-2,3-dihydrospiro[indene-1,4'-oxazolidin]-2'-one